CNC(=S)C1=CC=C(C=C1)C1=NOC(=N1)C(F)(F)F N-Methyl-4-[5-(trifluoromethyl)-1,2,4-oxadiazol-3-yl]-benzenecarbothioamide